4-bromo-2-(difluoromethoxy)benzaldehyde BrC1=CC(=C(C=O)C=C1)OC(F)F